5-methyl-2'-deoxycytidine monophosphate P(=O)(O)(O)OC[C@@H]1[C@H](C[C@@H](O1)N1C(=O)N=C(N)C(=C1)C)O